hexadeca-7,11,13-trienal C(CCCCCC=CCCC=CC=CCC)=O